tert-Butyl N-[[2-oxo-3-(3-oxo-4H-pyrido[3,2-b][1,4]oxazin-6-yl)-5-(2-phenylmethoxyethyl)-1,3-oxazolidin-4-yl]methyl]carbamate O=C1OC(C(N1C=1C=CC=2OCC(NC2N1)=O)CNC(OC(C)(C)C)=O)CCOCC1=CC=CC=C1